2-(5-(4-iodophenyl)-1,2,4-oxadiazol-3-yl)-1-(4-methoxyphenyl)ethan-1-one IC1=CC=C(C=C1)C1=NC(=NO1)CC(=O)C1=CC=C(C=C1)OC